FC(C1=C(CC2C[C@H](NC2)C(=O)O)C=CC=C1)(F)F γ-(2-trifluoromethyl-benzyl)-proline